1-([1,3]dioxolo[4,5-c]pyridin-4-ylmethyl)-N-(4-cyclopropylphenyl)-3,3-dimethylpyrrolidine-2-carboxamide O1COC=2C(=NC=CC21)CN2C(C(CC2)(C)C)C(=O)NC2=CC=C(C=C2)C2CC2